[3-[4-bromo-1-(2,2,2-trifluoroethyl)indol-2-yl]-1,2,4-oxadiazol-5-yl]methanamine BrC1=C2C=C(N(C2=CC=C1)CC(F)(F)F)C1=NOC(=N1)CN